C(C)OC1=NC=C(C=N1)C=1C=C(C=CC1)N(C(C1=CC=C(C=C1)OC)=O)CC12CCC(CC1)(CC2)C2=NOC(=N2)C(C)(C)F N-(3-(2-ethoxypyrimidin-5-yl)phenyl)-N-((4-(5-(2-fluoropropan-2-yl)-1,2,4-oxadiazol-3-yl)bicyclo[2.2.2]octan-1-yl)methyl)-4-methoxybenzamide